ClC=1C(=CC=C2C=CC=C(C12)C1=C(C=2N=C(N=C(C2C=N1)N([C@H]1CNCC1)C)OC[C@@]12CCCN2C[C@@H](C1)F)F)F 7-(8-chloro-7-fluoronaphthalen-1-yl)-8-fluoro-2-(((2R,7aR)-2-fluorohexahydro-1H-pyrrolizin-7a-yl)methoxy)-N-methyl-N-((R)-pyrrolidin-3-yl)pyrido[4,3-d]pyrimidin-4-amine